CN(CCC1=CC=C(CSC2=C3CN(C(C3=CC=C2)=O)C2C(NC(CC2)=O)=O)C=C1)C 3-(4-((4-(2-(dimethylamino)ethyl)benzyl)thio)-1-oxoisoindolin-2-yl)piperidine-2,6-dione